NC[C@H]([C@@H](O)[C@H]1[C@@H]([C@H](C[C@](O1)(C(=O)OC)SC1=CC=C(C=C1)C)O)NC(=O)COC(C)=O)O methyl (2R,4S,5R,6R)-6-[(1R,2R)-3-amino-1,2-dihydroxypropyl]-5-[(acetoxymethyl)carbonylamino]-4-hydroxy-2-(p-tolylthio)tetrahydro-2H-pyran-2-carboxylate